F[P-](F)(F)(F)(F)F.FC=1C(=C(C=C(C1)F)[Ir-]C1=C(C(=CC(=C1)F)F)C1=NC=C(C=C1)C(F)(F)F)C1=NC=C(C=C1)C(F)(F)F bis{3,5-difluoro-2-[5-(trifluoromethyl)pyridin-2-yl]phenyl}iridium(I) hexafluorophosphate